[N-]=[N+]=[N-].C(COCCOCCO)O triethylene glycol azide